9-((3R,4R)-4-fluoropyrrolidin-3-yl)-7-methyl-2-((7-methylquinolin-6-yl)amino)-7,9-dihydro-8H-purin-8-one F[C@H]1[C@@H](CNC1)N1C2=NC(=NC=C2N(C1=O)C)NC=1C=C2C=CC=NC2=CC1C